benzoic acid [(4S,5R)-5-fluoro-3-(trifluoromethyl)-1,4,5,6-tetrahydro-cyclopenta[c]pyrazol-4-yl] ester F[C@H]1[C@H](C2=C(NN=C2C(F)(F)F)C1)OC(C1=CC=CC=C1)=O